tetrabutoxyzirconium (IV) C(CCC)O[Zr](OCCCC)(OCCCC)OCCCC